5-{2-[2-(benzyloxy)ethoxy]ethyl}piperidine-2,4-dione C(C1=CC=CC=C1)OCCOCCC1C(CC(NC1)=O)=O